BrC=1C=CC=C2C(C(COC12)(F)F)(C(=O)OCC)C Ethyl 8-bromo-3,3-difluoro-4-methyl-chromane-4-carboxylate